C1(=CC=CC=C1)NC1=CC=CC=2C(C3=CC=CC=C3C12)(C)C N-phenyl-9,9-dimethyl-9H-fluoren-4-amine